C(C)(C)(C)OC(=O)N[C@H](CS)C(=O)O N-t-butoxycarbonyl-D-cysteine